8-(4-Fluorophenyl)-9-(4-((1-(3-fluoropropyl)azetidin-3-yl)methyl)phenyl)-6,7-dihydro-5H-benzo[7]annulen FC1=CC=C(C=C1)C=1CCCC2=C(C1C1=CC=C(C=C1)CC1CN(C1)CCCF)C=CC=C2